4-((3'-(3-bromopropoxy)-2,2'-dimethyl-[1,1'-biphenyl]-3-yl)-methoxy)-5-chloro-2-hydroxy-benzaldehyde BrCCCOC=1C(=C(C=CC1)C1=C(C(=CC=C1)COC1=CC(=C(C=O)C=C1Cl)O)C)C